tert-butyl (3S)-4-(5-cyano-2-pyridyl)-3-methyl-piperazine-1-carboxylate C(#N)C=1C=CC(=NC1)N1[C@H](CN(CC1)C(=O)OC(C)(C)C)C